5-[6-(4,4-difluoropiperidine-1-carbonyl)-1-naphthyl]pyrimidine-2-carboxamide FC1(CCN(CC1)C(=O)C=1C=C2C=CC=C(C2=CC1)C=1C=NC(=NC1)C(=O)N)F